OC=1C=C(C=CC1)NC(OC1=CC=CC=C1)=O phenyl N-(3-hydroxyphenyl)carbamate